4-Octadecyloxy-3-methoxybenzoic acid C(CCCCCCCCCCCCCCCCC)OC1=C(C=C(C(=O)O)C=C1)OC